6-fluoroimidazo[1,2-a]pyrimidine FC=1C=NC=2N(C1)C=CN2